4-[5-(3,5-dichlorophenyl)-5-(trifluoromethyl)-4H-isoxazol-3-yl]-2-methyl-N-(1-oxothietan-3-yl)benzamide lithium (6-chloropyridin-2-yl)trihydroxyborate ClC1=CC=CC(=N1)[B-](O)(O)O.[Li+].ClC=1C=C(C=C(C1)Cl)C1(CC(=NO1)C1=CC(=C(C(=O)NC2CS(C2)=O)C=C1)C)C(F)(F)F